4-(3-bromo-2-fluorophenoxy)-1-methyl-1H-pyrazole-5-carboxylic acid BrC=1C(=C(OC=2C=NN(C2C(=O)O)C)C=CC1)F